C(CCCCCCCCCC(C)C)OC(CCS)=O iso-tridecyl-3-mercaptopropionate